[F-].[Al+3].[F-].[F-] aluminium fluoride salt